CC1=C(C2=C(N=N1)SC1=C2N=CN=C1NCC1=CC=C(C=C1)C1=NC=CC=C1)C 3,4-dimethyl-N-[[4-(2-pyridinyl)phenyl]methyl]pyrimido[4',5':4,5]thieno[2,3-c]pyridazin-8-amine